8-Methyl-2-[(3-methylpyridin-2-yl)methyl]-N-[(2S)-tetrahydrofuran-2-ylmethyl]-4,5-dihydro-2H-furo[2,3-g]indazole-7-carboxamide CC1=C(OC=2CCC3=CN(N=C3C21)CC2=NC=CC=C2C)C(=O)NC[C@H]2OCCC2